N~1~,N~1~-dimethyl-N~2~-[cis-2-({[1-(pyrimidin-2-yl)piperidin-4-yl]oxy}methyl)piperidin-3-yl]ethanediamide CN(C(C(=O)N[C@@H]1[C@@H](NCCC1)COC1CCN(CC1)C1=NC=CC=N1)=O)C